n-heptadecylmethyl-diethoxysilane tert-butyl-(3-cyanoimidazo[1,2-a]pyridin-6-yl)carbamate C(C)(C)(C)N(C(O)=O)C=1C=CC=2N(C1)C(=CN2)C#N.C(CCCCCCCCCCCCCCCC)[Si](OCC)(OCC)C